C(C)OC1=C2C=C(CN=C2CC=N1)C(=O)N 5-ethoxy-2,8-dihydro-1,6-naphthyridine-3-formamide